CC1N(CC2=C1C=NO2)C(=O)OC(C)(C)C tert-Butyl 4-methyl-4H-pyrrolo[3,4-d]isoxazole-5(6H)-carboxylate